ClC=1C=C(C=2N(C1)C(=CN2)C(C)C)Cl 6,8-dichloro-3-isopropyl-imidazo[1,2-a]pyridine